trans-4-((4-Methoxy-5-(quinoxalin-6-yl)pyrrolo[2,1-f][1,2,4]triazin-2-yl)amino)-1-methylcyclohexan-1-ol COC1=NC(=NN2C1=C(C=C2)C=2C=C1N=CC=NC1=CC2)NC2CCC(CC2)(O)C